9-ethyl-8-(isoxazol-4-yl)-6,6-dimethyl-11-oxo-6,11-dihydro-5H-benzo[b]carbazole-3-carbonitrile C(C)C1=CC2=C(C(C=3NC4=CC(=CC=C4C3C2=O)C#N)(C)C)C=C1C=1C=NOC1